bis[4-(glycidoxyphenyl)phenyl]methane C(C1CO1)OC1=C(C=CC=C1)C1=CC=C(C=C1)CC1=CC=C(C=C1)C1=C(C=CC=C1)OCC1CO1